ClC=1C(=NC(=NC1)NC1=NC=C(C=C1)N1CCN(CC1)C)NC1=CC=C(C=C1)C 5-chloro-N2-(5-(4-methylpiperazin-1-yl)pyridin-2-yl)-N4-(p-tolyl)pyrimidine-2,4-diamine